N(=[N+]=[N-])CC1(OC2=C(C1)C=C(C(=C2[C@@H](C)NC2=NC=1N(C=C2)N=CC1C(=O)OCC)F)F)C ethyl 5-(((1R)-1-(2-(azidomethyl)-5,6-difluoro-2-methyl-2,3-dihydrobenzofuran-7-yl)ethyl) amino)pyrazolo[1,5-a]pyrimidine-3-carboxylate